O=C1N(C2=CC=CC=C2C(N1C1CNCCC1)=O)CC1=CC=C(C(=O)NO)C=C1 4-((2,4-dioxo-3-(piperidin-3-yl)-3,4-dihydroquinazolin-1(2H)-yl)methyl)-N-hydroxybenzoamide